2-(difluoromethoxy)-3-nitropyridine FC(OC1=NC=CC=C1[N+](=O)[O-])F